S1C(=CC2=C1C=CC=C2)C2=C(C(=NC(=C2C(=O)N)CC(C)C)CCC2=CC=C(C=C2)F)C=2OC(=NN2)C 4-(1-benzothiophen-2-yl)-6-[2-(p-fluorophenyl)ethyl]-2-isobutyl-5-(5-methyl-1,3,4-oxadiazol-2-yl)nicotinamide